OC1(CCN(CC1)C(=O)OC(C)(C)C)C=1C=C2C(NC=NC2=CC1)=O tert-Butyl 4-hydroxy-4-(4-oxo-3H-quinazolin-6-yl)piperidine-1-carboxylate